vinyl 2,2-dimethylpropionate CC(C(=O)OC=C)(C)C